OCC1CC2C(C(=NO2)C=2C=C(C(=NC2)OC)C(=O)N)C1 5-[5-(hydroxymethyl)-3aH,4H,5H,6H,6aH-cyclopenta[d][1,2]oxazol-3-yl]-2-methoxypyridine-3-carboxamide